(Z)-S-(2-(N-((4-amino-2-methylpyrimidin-5-yl)methyl)formamido)-5-hydroxypent-2-en-3-yl) phenanthrene-9-carbothioate C1=CC=CC=2C3=CC=CC=C3C(=CC12)C(S\C(=C(\C)/N(C=O)CC=1C(=NC(=NC1)C)N)\CCO)=O